C(=O)(OC(C)(C)C)N1CCC(CC1)(CO)N 1-Boc-4-amino-4-(hydroxymethyl)piperidine